1-bromo-2-(difluoromethyl)-3-fluoro-5-(trifluoromethyl)benzene BrC1=C(C(=CC(=C1)C(F)(F)F)F)C(F)F